4-(trifluoromethoxy)phenylhydrazine hydrochloride Cl.FC(OC1=CC=C(C=C1)NN)(F)F